CC1=C(N=C2N(C1=O)C=CC=C2C2=CC=C(C(=O)N[C@@H]1COCCC1)C=C2)C(F)(F)F 4-(3-methyl-4-oxo-2-(trifluoromethyl)-4H-pyrido[1,2-a]pyrimidin-9-yl)-N-((3S)-tetrahydro-2H-pyran-3-yl)benzamide